1-Cyclobutyl-4-methoxy-1H-pyrazole C1(CCC1)N1N=CC(=C1)OC